5-((6-Chloroindolin-1-yl)sulfonyl)isoquinolin-1(2H)-one ClC1=CC=C2CCN(C2=C1)S(=O)(=O)C1=C2C=CNC(C2=CC=C1)=O